N-(3-cyano-4-fluorophenyl)-1,2,4-trimethyl-1H-pyrrole-3-carboxamide C(#N)C=1C=C(C=CC1F)NC(=O)C1=C(N(C=C1C)C)C